androsta-4,9(11)-diene-3,17-dione C[C@@]12C(CC[C@H]1[C@@H]1CCC3=CC(CC[C@]3(C)C1=CC2)=O)=O